CC1=C(C=2N(C=C1C1=C(C3=NC(=CC=C3N1)C1CCC(CC1)NC1CCS(CC1)(=O)=O)C(C)C)N=CN2)C 4-{[4-(2-{7,8-Dimethyl-[1,2,4]triazolo[1,5-a]pyridin-6-yl}-3-(propan-2-yl)-1H-pyrrolo[3,2-b]pyridin-5-yl)cyclohexyl]amino}-1λ6-thian-1,1-dion